(S)-2-(2-ethoxy-3-pyridinyl)-8-methyl-6-[1-methylpropyl]imidazo[1,5-a]pyrimidine C(C)OC1=NC=CC=C1C1=NC=2N(C=C1)C(=NC2C)[C@H](CC)C